5-amino-7-bromo-6-fluorobenzo[d][1,3]dioxole-4-carboxylic acid NC1=C(C2=C(OCO2)C(=C1F)Br)C(=O)O